CC=1C=C(C=CC1)N1N=CC2=C1N=C1N(CCC3=C1NC1=CC=CC=C31)C2=O 1-(3-methylphenyl)-6,7-dihydro-1H-pyrazolo[3'',4'':4',5']pyrimido[1',2':1,2]pyrido[3,4-b]indol-4(12H)-one